[Co]=S.[Sb] Antimony cobalt sulfide